C1(CC1)N1N=C(C2=CC=CC=C12)C1=NC(=NC=C1)S(=O)(=O)C 1-cyclopropyl-3-(2-(methylsulfonyl)pyrimidin-4-yl)-1H-indazole